N-(2-(2-fluorophenyl)pyridin-4-yl)-7-morpholino-6-nitroquinazolin-4-amine FC1=C(C=CC=C1)C1=NC=CC(=C1)NC1=NC=NC2=CC(=C(C=C12)[N+](=O)[O-])N1CCOCC1